5-fluoro-2-(2-methoxy-5-(4,4,5,5-tetramethyl-1,3,2-dioxaborolan-2-yl)phenyl)pyrimidine FC=1C=NC(=NC1)C1=C(C=CC(=C1)B1OC(C(O1)(C)C)(C)C)OC